(3S)-3-amino-4-(5,5-difluoro-2-oxopiperidino)-1-[2,4-di(trifluoromethyl)-5,6,7,8-tetrahydropyrido[3,4-d]pyrimidin-7-yl]butan-1-one N[C@@H](CC(=O)N1CC=2N=C(N=C(C2CC1)C(F)(F)F)C(F)(F)F)CN1C(CCC(C1)(F)F)=O